C(C)(C)(C)OC(=O)N1C2C(CC1CC2)(O[Si](C)(C)C)C(F)(F)F racemic-2-(trifluoromethyl)-2-[(trimethylsilyl)oxy]-7-azabicyclo[2.2.1]heptane-7-carboxylic acid tert-butyl ester